CC1=C(C(=CC(=C1)C)C)S(=O)(=O)O/N=C(\C)/OCC ethyl (1E)-N-(2,4,6-trimethylphenyl)sulfonyloxyethanimidate